N1N=CC(=C1)C1=CC=C(C=C1)N1C(N(C2(C1)CCOCC2)CC2=CC(=CC=C2)C(F)(F)F)=O 3-(4-(1H-pyrazol-4-yl)phenyl)-1-(3-(trifluoromethyl)benzyl)-8-oxa-1,3-diazaspiro[4.5]decan-2-one